C(CC)NC(NC12CC3(CC(CC(C1)C3)C2)NC(=O)C2=NC(=CN=C2)C)=O 6-Methyl-pyrazine-2-carboxylic acid [3-(3-propyl-ureido)-adamantan-1-yl]-amide